dipentyloxyheptenyl nonoxymethyl ether C(CCCCCCCC)OCOC=CCCCCC(OCCCCC)OCCCCC